N-[[(2R,5S)-2-[3-(4-fluorophenoxy)phenyl]-3-oxo-1,4-thiazepan-5-yl]methyl]-1H-pyrazole-3-carboxamide FC1=CC=C(OC=2C=C(C=CC2)[C@H]2SCC[C@H](NC2=O)CNC(=O)C2=NNC=C2)C=C1